3,4-dimethylthiobenzamide CC=1C=C(C(=S)N)C=CC1C